2-Hydroxy-5,6,7,8-tetrahydroquinoline-3-carboxylic acid methyl ester COC(=O)C=1C(=NC=2CCCCC2C1)O